C(N)(=O)C=1C(NC(NC1C)=O)=O 5-carbamoyl-methyl-uracil